BrC=1C=CC2=C(C(=C(O2)CC)CO)C1 (5-bromo-2-ethylbenzofuran-3-yl)methanol